C(C)S(=O)(=O)N1CCN(CC1)C(=O)C=1C=NC2=CC(=C(C=C2C1N1CCC(CC1)(C#N)C)F)F 1-(3-(4-(Ethylsulfonyl)piperazine-1-carbonyl)-6,7-difluoroquinolin-4-yl)-4-methylpiperidine-4-carbonitrile